4-hydroxy-2-(1H-1,2,4-triazol-1-yl)pyrimidine-5-carboxylic acid OC1=NC(=NC=C1C(=O)O)N1N=CN=C1